S(=O)(=O)(ON1[C@@H]2CC[C@H](N(C1=O)C2)C(N)=O)OCC2(C(OCC2)=O)C (1R,2S,5R)-2-carbamoyl-7-oxo-1,6-diazabicyclo[3.2.1]oct-6-yl ((3-methyl-2-oxotetrahydrofuran-3-yl) methyl) sulfate